C1N(CC12CCC2)C2=CC=C(C=C2)NC2=CC1=C(N(C(O1)=O)C)C=C2 6-((4-(2-Azaspiro[3.3]hept-2-yl)phenyl)amino)-3-methylbenzo[d]oxazol-2(3H)-one